NC=1C(=NN(C1)C)C(=O)O 4-AMINO-1-METHYL-1H-PYRAZOLE-3-CARBOXYLIC ACID